SC(C(=O)C=1C=C(C=CC1)C)C 2-mercapto-1-(m-tolyl)propan-1-one